(S)-methyl 4-bromo-2-nitro-5-(1-(pyrimidin-2-yl)ethoxy)benzoate BrC1=CC(=C(C(=O)OC)C=C1O[C@@H](C)C1=NC=CC=N1)[N+](=O)[O-]